3-(4-((4-(2-((1-(adamantan-1-yl)ethyl)amino)ethyl)benzyl)thio)-1-oxoisoindolin-2-yl)piperidine-2,6-dione C12(CC3CC(CC(C1)C3)C2)C(C)NCCC2=CC=C(CSC3=C1CN(C(C1=CC=C3)=O)C3C(NC(CC3)=O)=O)C=C2